N-(2-((2,5-dichloropyrimidin-4-yl)amino)-4-isopropylphenyl)methanesulfonamide ClC1=NC=C(C(=N1)NC1=C(C=CC(=C1)C(C)C)NS(=O)(=O)C)Cl